phenylvinyl-phosphonate C1(=CC=CC=C1)C=CP([O-])([O-])=O